ClC=1C(=C(C=C(C1)Cl)S(=O)(=O)O)O 3,5-dichloro-2-hydroxybenzenesulfonic acid